5-phenyl-12-(4,6-diphenyl-1,3,5-triazine-2-yl)-5H,12H-indolo[3,2-a]carbazole C1(=CC=CC=C1)N1C2=CC=CC=C2C=2C1=CC=C1C3=CC=CC=C3N(C21)C2=NC(=NC(=N2)C2=CC=CC=C2)C2=CC=CC=C2